C(C)(C)(C1(C(C=CC=C1)Cl)O)C1(C(C=CC=C1)Cl)O 1,1'-isopropylidenebis(2-chlorophenol)